3-[(3-chloro-2-methoxyphenyl)amino]-2-{3-[(2-methylazetidin-2-yl)methoxy]pyridin-4-yl}-1H,5H,6H,7H-pyrrolo[3,2-c]pyridin-4-one ClC=1C(=C(C=CC1)NC1=C(NC2=C1C(NCC2)=O)C2=C(C=NC=C2)OCC2(NCC2)C)OC